N1CC(C1)C=1N=CNC1 4-(azetidin-3-yl)-1H-imidazole